N-[(2-{[(cyclobutylmethyl)amino]methyl}-1H-1,3-benzodiazol-6-yl)methyl]-4-oxo-4H-pyrido[1,2-a]pyrimidine-2-carboxamide C1(CCC1)CNCC1=NC2=C(N1)C=C(C=C2)CNC(=O)C=2N=C1N(C(C2)=O)C=CC=C1